FC(C=1C=C(C=CC1)C1=NOC(=N1)C(C)NC(OC(C)(C)C)=O)(F)F tert-butyl N-[1-[3-[3-(trifluoromethyl)phenyl]-1,2,4-oxadiazol-5-yl]ethyl]carbamate